COC(=O)C=1C=C(C2=C(N=C(O2)C2=NC(=CC(=C2)C2=C(C=C(C=C2)F)C2=NN=CN2C)OCC)C1)OC 2-{6-ethoxy-4-[4-fluoro-2-(4-methyl-1,2,4-triazol-3-yl)phenyl]Pyridin-2-yl}-7-methoxy-1,3-benzoxazole-5-carboxylic acid methyl ester